CC1(C2=CC3=C(SC=C3N)C=C2C(CC1)(C)C)C 5,5,8,8-tetramethyl-5,6,7,8-tetrahydronaphtho[2,3-b]thiophen-3-amine